COC(=O)C=1SC=CC1CBr 3-(Bromomethyl)-2-thiophenecarboxylic acid methyl ester